(R)-2-[4-chloro-2-(1,1-difluoroethyl)phenoxy]-3-fluoropropionic acid ClC1=CC(=C(O[C@H](C(=O)O)CF)C=C1)C(C)(F)F